CC1=C(C=CC=C1)C=CC1=CC=C(C=C1)C=CC1=C(C=CC=C1)C 1,4-bis[2-(2-methylphenyl)vinyl]-benzene